NCCC(CCCCCC)O 1-Amino-3-nonanol